BrC=1C=C2C(=NC1)N(N=C2C(=O)OC)COCC[Si](C)(C)C methyl 5-bromo-1-((2-(trimethylsilyl)ethoxy)methyl)-1H-pyrazolo[3,4-b]pyridine-3-carboxylate